FC(C(=O)O)(F)F.ClC=1C=CC(=C(C1)C1=CC(=C(N=N1)N1CC(C1)C(=O)OC)C(=O)O)F 6-(5-chloro-2-fluorophenyl)-3-[3-(methoxycarbonyl)azetidin-1-yl]pyridazin-4-carboxylic acid trifluoroacetate